ClC=1C=NC(=NC1)CN1C(=NC2=NC=C(C=C21)F)N2C[C@H]([C@@H](CC2)F)N (3r,4r)-1-(1-((5-chloropyrimidin-2-yl)methyl)-6-fluoro-1H-imidazo[4,5-b]pyridin-2-yl)-4-fluoropiperidin-3-amine